CC(C#C)(C)N1C(OCC1)=O 3-(1,1-Dimethyl-prop-2-ynyl)-oxazolidin-2-one